FC=1C(=CC(=NC1)OC)C1=CC(=NN1COCC[Si](C)(C)C)C(=O)O C5-(5-fluoro-2-methoxypyridin-4-yl)-1-((2-(trimethylsilyl)ethoxy)methyl)-1H-pyrazole-3-carboxylic acid